1-[2-[2-(2,5-dioxopyrrol-1-yl)ethoxy]ethylcarbamoyl]cyclobutanecarboxylic acid O=C1N(C(C=C1)=O)CCOCCNC(=O)C1(CCC1)C(=O)O